3-chlorobenzenethiol ClC=1C=C(C=CC1)S